tert-butyl N-[[5-[[3-cyclopropyl-5-[(2-fluoro-2-methyl-propyl)sulfamoyl]-7,8-dihydro-6H-cyclopenta[g]isoquinolin-7-yl]amino]-2-pyridyl]-methyl-oxo-lambda6-sulfanylidene]carbamate C1(CC1)C=1N=CC2=CC3=C(C(=C2C1)S(NCC(C)(C)F)(=O)=O)CC(C3)NC=3C=CC(=NC3)S(=NC(OC(C)(C)C)=O)(=O)C